C(C1=CC=CC=C1)OCCN[C@H](C)C1=C(C(=C(C(=C1)OC)C1CC1)OC)Cl (1R)-N-[2-(benzyloxy)ethyl]-1-(2-chloro-4-cyclopropyl-3,5-dimethoxyphenyl)ethan-1-amine